2'-chloro-2'-deoxycytidine Cl[C@H]1[C@@H](O[C@@H]([C@H]1O)CO)N1C(=O)N=C(N)C=C1